C(C)(C)(C)OC(=O)N[C@H](C(=O)OC(C)(C)C)CCS(=O)(=N)CCC(C(F)(F)F)(C)O (2s)-tert-butyl 2-((tert-butoxycarbonyl)amino)-4-(4,4,4-trifluoro-3-hydroxy-3-methylbutylsulfonimidoyl)butanoate